2-amino-4-bromo-3-fluorobenzaldehyde NC1=C(C=O)C=CC(=C1F)Br